C(#N)[C@H]1N(CSC1)C(CNC(=O)C1=CC=NC2=CC=C(C=C12)N1CC(C1)(C)C)=O (R)-N-(2-(4-Cyanothiazolidin-3-yl)-2-oxoethyl)-6-(3,3-dimethylazetidin-1-yl)-quinoline-4-carboxamide